4-cyclohexanedibutanol C1(CCC(CC1)CCCCO)CCCCO